[Si](C)(C)(C(C)(C)C)OC(CC1=CN=NN1C)C1=CC(=NC(=C1)N1N=C(C=C1)C)NC1CCC(CC1)(F)F 4-(1-((tert-butyldimethylsilyl)oxy)-2-(1-methyl-1H-1,2,3-triazol-5-yl)ethyl)-N-(4,4-difluorocyclohexyl)-6-(3-methyl-1H-pyrazol-1-yl)pyridin-2-amine